C1(=CC=CC=C1)C([S@@](=O)CC1=CN=CS1)C1=CC=CC=C1 (S)-5-(diphenylmethanesulfinylmethyl)-1,3-thiazole